FC1=C(C2=C(C(=N1)OC)N=C(S2)NC(=O)N2C[C@]1(CC2)COCCC1)C1CCOCC1 (5S)-N-[6-Fluoro-4-methoxy-7-(oxan-4-yl)-[1,3]thiazolo[4,5-c]pyridin-2-yl]-7-oxa-2-azaspiro[4.5]decan-2-carboxamid